Ethyl (6S)-6-methoxy-1-methylenetetrahydro-1H-pyrrolizin-7a(5H)-carboxylate CO[C@@H]1CN2CCC(C2(C1)C(=O)OCC)=C